C(C)(C)C1CCC(CC1)C (1R,2S,5R)-2-isopropyl-5-methylcyclohexane